6-Bromo-1-chloro-5-fluoro-7,9-dihydrofuro[3,4-f]quinazoline BrC=1C2=C(C=3C(=NC=NC3C1F)Cl)COC2